Pyridazin-6-amine N1=NC=CC=C1N